C1(=CC=CC=C1)NC(=O)N(C(=O)N(C)C)C1=CC=CC=C1 1,3-diphenyl-5,5-dimethylbiuret